ClC=1C=CC=2C(=C3N(C2C1C=1C(=NN(C1C)C)C)[C@@H](CN(C3=O)C=3C=CC=C1C=C(NC31)C(=O)OCC)C)CCCOC3=CC(=C(C(=C3)C)Cl)C ethyl (R)-7-(7-chloro-10-(3-(4-chloro-3,5-dimethylphenoxy)propyl)-4-methyl-1-oxo-6-(1,3,5-trimethyl-1H-pyrazol-4-yl)-3,4-dihydropyrazino[1,2-a]indol-2(1H)yl)-1H-indole-2-carboxylate